C(C)(=O)OCOC(=O)C1=CC=CC(=N1)C1=NC(=CC=C1)C1=NC(=CC=C1)C(=O)OCOC(C)=O bis(acetoxymethyl)2,2':6',2''-terpyridine-6,6''-dicarboxylate